C1(CCC1)OC=1C(=CC=2C(N1)=NN(C2)C21COC(C2)(C1)C)C(=O)NC=1C(N(C=CC1)[C@H]1[C@H](C1)F)=O 6-cyclobutoxy-N-(1-(cis-2-fluorocyclopropyl)-2-oxo-1,2-dihydropyridin-3-yl)-2-(1-methyl-2-oxabicyclo[2.1.1]hexan-4-yl)-2H-pyrazolo[3,4-b]pyridine-5-carboxamide